C1(CCCCC1)C[C@@H](C(N[C@@H](C[C@H]1C(NCC1)=O)C(COC1=C(C(=CC(=C1F)F)F)F)=O)=O)NC(C(=O)NC1=CC=CC=C1)=O N1-((S)-3-cyclohexyl-1-oxo-1-(((S)-3-oxo-1-((S)-2-oxopyrrolidin-3-yl)-4-(2,3,5,6-tetrafluorophenoxy)butan-2-yl)amino)propan-2-yl)-N2-phenyloxalamide